(1-(7-(pyridin-3-yl)quinolin-5-yl)cyclopropyl)benzamide N1=CC(=CC=C1)C1=CC(=C2C=CC=NC2=C1)C1(CC1)C1=C(C(=O)N)C=CC=C1